(6S,8R)-8-methyl-6-(trifluoromethyl)-5,6,7,8-tetrahydroimidazo[1,2-a]pyridine-2-carboxylic acid C[C@H]1C=2N(C[C@H](C1)C(F)(F)F)C=C(N2)C(=O)O